C(C)(C)(C)OC(NC1=C(C=CC(=C1)N1CCC(CC1)N1CCCC1)N)=O tert-butyl(2-amino-5-(4-(pyrrolidin-1-yl)piperidin-1-yl)phenyl)carbamate